4-(dimethylamino)-2',3,3',4,5',6'-hexahydro-2H-spiro[naphthalene-1,4'-pyran] CN(C1CCC2(CCOCC2)C2=CC=CC=C12)C